ClC1=C(C=CC=C1)S(=O)(=O)NC1=CC(=C(C=C1)SC1=NC=CC=C1C1=NC(=NC=C1)NC1COC1)F 2-chloro-N-(3-fluoro-4-((3-(2-(oxetan-3-ylamino)pyrimidin-4-yl)pyridin-2-yl)thio)phenyl)benzenesulfonamide